tetrasodium pyrene-1,3,6,8-tetrasulphonate C1(=CC(=C2C=CC=3C(=CC(=C4C=CC1=C2C34)S(=O)(=O)[O-])S(=O)(=O)[O-])S(=O)(=O)[O-])S(=O)(=O)[O-].[Na+].[Na+].[Na+].[Na+]